O1CCN(CC1)C1=CC=C(C=C1)CN1N=CC(=C1)C1=CC2=C(C(=CO2)C2C(NC(CC2)=O)=O)C=C1 3-[6-[1-[(4-morpholinophenyl)methyl]pyrazol-4-yl]benzofuran-3-yl]piperidine-2,6-dione